bis(4,5,6,7-tetrahydro-1-indenyl)zirconium (IV) dichloride [Cl-].[Cl-].C1(C=CC=2CCCCC12)[Zr+2]C1C=CC=2CCCCC12